C(C)(C)S(=O)(=O)C1=NN(C=C1[N+](=O)[O-])C 3-(isopropylsulfonyl)-1-methyl-4-nitro-1H-pyrazole